C(C=C)(=O)N1C(CC(CC1(C)C)N)(C)C N-Acryloyl-4-amino-2,2,6,6-tetramethylpiperidin